C(CCC)N(CCCC)[Si](C1=CC(=CC=C1)C=C)(CC)CC (dibutylamino)diethyl-(3-vinylphenyl)silane